C(CCC)C1=CC=C(C=C1)C1=CC=C(C=C1)C#CC1=C(C2=C(S1)C=CS2)SC 2-{[4-(4-butylphenyl)phenyl]ethynyl}-3-methylthiothieno[3,2-b]thiophene